CCC(CCCCCCCCCCCCCCC)C=1NC(OC1)=O 4-(octadecan-3-yl)oxazol-2(3H)-one